CN1C(=NN=C1)C=1C=CN(C=CC1)C1=C(C#N)C=CC=C1C=1C=NC=CC1 2-(4-(4-methyl-4H-1,2,4-triazol-3-yl)azepin-1-yl)-3-(pyridin-3-yl)benzonitrile